3-(8-(1,4-dimethyl-2-oxo-1,2-dihydroquinolin-3-yl)chroman-5-yl)propionic acid CN1C(C(=C(C2=CC=CC=C12)C)C=1C=CC(=C2CCCOC12)CCC(=O)O)=O